N[C@@H](C(=O)O)C1=CC=C(C=C1)Br (R)-2-amino-2-(4-bromophenyl)acetic acid